ClC=1C(=C2CCCCN2C1C(C(=O)NCC(C)(C)O)=O)C(=O)NC1=CC(=C(C=C1)F)F 2-chloro-N-(3,4-difluorophenyl)-3-(2-((2-hydroxy-2-methylpropyl)amino)-2-oxoacetyl)-5,6,7,8-tetrahydroindolizine-1-carboxamide